COC=1C=CC=C(C(=O)[O-])C1 5-methoxybenzoate